NC1=NC2=CC=C(C=C2C=C1C)C(=O)N(CC1=NC=C(C=C1)C(F)(F)F)CC1=NC=CC=C1F 2-amino-N-((3-fluoro-2-pyridinyl)methyl)-3-methyl-N-((5-(trifluoromethyl)-2-pyridinyl)methyl)-6-quinolinecarboxamide